NC1=NC=NN2C1=C(C=C2C=2C=C(C(=NC2)OC)C(=O)N[C@@H]2CN(C[C@@H]2F)C(=O)C2=NC=CC=C2)CN2CCC(CC2)(F)F 5-{4-amino-5-[(4,4-difluoropiperidin-1-yl)methyl]pyrrolo[2,1-f][1,2,4]triazin-7-yl}-N-[(3R,4S)-4-fluoro-1-(pyridine-2-carbonyl)pyrrolidin-3-yl]-2-methoxypyridine-3-carboxamide